3-methyl-monophenyl-1,4,5,7-tetrahydro-6H-pyrazolo[3,4-b]pyridin-6-one CC1=NN(C=2NC(CCC21)=O)C2=CC=CC=C2